1-(2-naphthylmethyl)-3-methylimidazolium acetate C(C)(=O)[O-].C1=C(C=CC2=CC=CC=C12)CN1C=[N+](C=C1)C